P(=O)(OCC(CC)(COCC=C)COCC=C)(OCCCCCCCCCCCCCCCCCCCCCCC)OCCCCCCCCCCCCCCCCCCCCCCC (2,2-diallyloxymethyl-1-butyl) bis(tricosyl) phosphate